2,2-bis(isopropoxycarbothioylsulfanyl)-1-(4-bromophenyl)ethanone C(C)(C)OC(=S)SC(C(=O)C1=CC=C(C=C1)Br)SC(=S)OC(C)C